ClC1=C(C=C(C=C1)N1CC(N(CC1)C(=O)OC(C)(C)C)(C)C)F tert-butyl 4-(4-chloro-3-fluorophenyl)-2,2-dimethylpiperazine-1-carboxylate